FC1=CC=C(C=C1)C(CN1CCNCC1)O 1-(4-fluorophenyl)-2-(piperazin-1-yl)ethan-1-ol